[Ca].[Ca].C1(O)=CC=C(O)C=C1 hydroquinone dicalcium salt